4-(2-{[(2R,7aS)-2-fluoro-hexahydro-1H-pyrrolizin-7a-yl]methoxy}-8-fluoro-4-{2-oxa-5-azabicyclo[4.1.0]heptan-5-yl}quinazolin-7-yl)-5-ethynyl-6-fluoronaphthalen-2-ol F[C@@H]1C[C@@]2(CCCN2C1)COC1=NC2=C(C(=CC=C2C(=N1)N1CCOC2CC12)C1=CC(=CC2=CC=C(C(=C12)C#C)F)O)F